1-(4-((3-aminopropyl)amino)-6-methylpyrimidin-2-yl)-3-(quinolin-2-yl)urea NCCCNC1=NC(=NC(=C1)C)NC(=O)NC1=NC2=CC=CC=C2C=C1